Cl.C1CNCCC12CCC(CC2)N2CCC(CC2)N2N=CC(=C2)C=2C=C(C(=NC2)N)O[C@H](C)C2=C(C(=CC=C2Cl)F)Cl 5-[1-[1-(3-azaspiro[5.5]undecan-9-yl)-4-piperidyl]pyrazol-4-yl]-3-[(1R)-1-(2,6-dichloro-3-fluoro-phenyl)ethoxy]pyridin-2-amine hydrochloride